7-((S)-4-acryloyl-2-methylpiperazin-1-yl)-9-chloro-10-(5-fluoro-1H-indazol-4-yl)-2,3-dihydro-5H-[1,4]thiazino[2,3,4-ij]quinazolin-5-one C(C=C)(=O)N1C[C@@H](N(CC1)C1=NC(N2C3=C(C(=C(C=C13)Cl)C1=C3C=NNC3=CC=C1F)SCC2)=O)C